(S)-1-Benzyl-N-(4-methyl-5-oxo-2-(trifluoromethyl)-5,6,7,8-tetrahydro-4H-pyrazolo[1,5-a][1,3]diazepin-6-yl)-1H-1,2,4-triazol-3-carboxamid C(C1=CC=CC=C1)N1N=C(N=C1)C(=O)N[C@@H]1C(N(C=2N(CC1)N=C(C2)C(F)(F)F)C)=O